3-(3-((4-fluoro-2,2-dioxido-1,3-dihydrobenzo[c]thiophen-5-yl)amino)-1H-pyrazol-5-yl)cyclopentyl cyclobutylcarbamate C1(CCC1)NC(OC1CC(CC1)C1=CC(=NN1)NC1=C(C2=C(CS(C2)(=O)=O)C=C1)F)=O